NC1=NC2=CC=C(C=C2C(=C1)CO[Si](C)(C)C(C)(C)C)C(=O)N(C1COC2=C1C=CC(=C2)C(F)(F)F)CC2CC2 2-amino-4-(((tert-butyldimethylsilyl)oxy)methyl)-N-(cyclopropylmethyl)-N-(6-(trifluoromethyl)-2,3-dihydrobenzofuran-3-yl)quinoline-6-carboxamide